O=C1N(CCC1)C=C 1-(2-oxo-1-pyrrolidinyl)-ethylene